C12OC[C@H](N(C1)C1=NC=3N(C=C1)N=CC3)C2 5-((4R)-2-oxa-5-azabicyclo[2.2.1]heptan-5-yl)pyrazolo[1,5-a]pyrimidine